4-(o-tolyl)-1H-1,2,3-triazole-5-carboxylic acid methyl ester COC(=O)C1=C(N=NN1)C1=C(C=CC=C1)C